F[P-](F)(F)(F)(F)F.CN(C)C(=[N+]1N=[N+](C2=NC=CC=C21)[O-])N(C)C 1-[bis(dimethylamino)methylidene]-1H-1,2,3-triazolo[4,5-b]pyridinium 3-oxide hexafluorophosphate